C(C(=C)C)(=O)OCCP(=O)=C(O)C[N+](C)(C)C L-2-methacryloyloxyethyl-phosphorylcholine